(S)-6,6-dimethyl-N'-((2,4,5,6-tetrahydro-1H-cyclobuta[f]inden-3-yl)carbamoyl)-6,7-dihydro-5H-pyrazolo[5,1-b][1,3]oxazine-3-sulfonimidamide CC1(CN2C(OC1)=C(C=N2)[S@](=O)(N)=NC(NC2=C1C(=CC=3CCCC23)CC1)=O)C